ClC1=NN2C(N=CC(=C2[C@@H](C)OC)NC2=CC=C(C=C2)[C@@H](C(F)(F)F)N(C(=O)C2CCSCC2)C)=N1 N-((S)-1-(4-((2-chloro-7-((R)-1-methoxyethyl)-[1,2,4]triazolo[1,5-a]pyrimidin-6-yl)amino)phenyl)-2,2,2-trifluoroethyl)-N-methyltetrahydro-2H-thiopyran-4-carboxamide